ClC1=CC=C(C=N1)C1C(N(CC1)C)=O 3-(6-chloropyridin-3-yl)-1-methylpyrrolidin-2-one